5-(3-fluorophenyl)-1-methyl-7-(trifluoromethyl)-1,5-dihydro-4H-imidazo[4,5-c][1,8]Naphthyridin-4-one FC=1C=C(C=CC1)N1C(C2=C(C=3C=CC(=NC13)C(F)(F)F)N(C=N2)C)=O